FC1=C(C=CC=C1NS(=O)(=O)NC)CN1C(OC2=C(C1)C=CC(=C2)OC=2C=NC=CC2)=O 3-{[2-fluoro-3-(methylaminosulfonylamino)phenyl]methyl}-7-(3-pyridyloxy)-3,4-dihydro-2H-1,3-benzoxazin-2-one